benzoimidazole-5-carboxylic acid [2-(4-hydroxy-cyclohexyl)-ethyl]-amide OC1CCC(CC1)CCNC(=O)C1=CC2=C(N=CN2)C=C1